6-((3-methoxy-1H-pyrazolo[3,4-b]pyridin-5-yl)oxy)-1-methyl-2-((1-methyl-2-oxo-5-(trifluoromethyl)-1,2-dihydropyridin-3-yl)amino)-1H-imidazo[4,5-b]pyridine-7-carbonitrile COC1=NNC2=NC=C(C=C21)OC=2C(=C1C(=NC2)N=C(N1C)NC=1C(N(C=C(C1)C(F)(F)F)C)=O)C#N